ON1[C@@H](CCCC1)C(=O)O (2S,3S)-hydroxypipecolic acid